N-(4-(1H-pyrazol-4-yl)phenyl)-2-(5-methoxyindol-1-yl)pyrimidin-4-amine N1N=CC(=C1)C1=CC=C(C=C1)NC1=NC(=NC=C1)N1C=CC2=CC(=CC=C12)OC